C(#N)C1=CC=C(C=C1)C1(CCN(CC1)C(=O)C=1C(=CC(=C(C1)C1=C(C(=O)N)C=CC(=N1)NC(C)C)C)CC)F (5-(4-(4-cyanophenyl)-4-fluoropiperidine-1-carbonyl)-4-ethyl-2-methylphenyl)-6-(isopropylamino)nicotinamide